O1C(=NC2=C1C=CC=C2)NC=2OC1=C(N2)C=C(C=C1)C(C(=O)N(C)CCOCCO)C 2-(2-(benzo[d]oxazol-2-ylamino)benzo[d]oxazol-5-yl)-N-(2-(2-hydroxyethoxy)ethyl)-N-methylpropanamide